C(#N)C1=CC(CC(C1=O)(C)C)(OC)C1=NC=C(C=C1C=1C=NC=CC1C#N)F 2'-[3-cyano-1-methoxy-5,5-dimethyl-4-oxocyclohex-2-en-1-yl]-5'-fluoro[3,3'-bipyridine]-4-carbonitrile